3-(8-(4-Fluoro-3-hydroxyphenyl)-2-imino-3-methyl-2,3-dihydro-1H-imidazo[4,5-c]quinolin-1-yl)-4-methylbenzonitrile FC1=C(C=C(C=C1)C1=CC=2C3=C(C=NC2C=C1)N(C(N3C=3C=C(C#N)C=CC3C)=N)C)O